ethyl (S)-3-(3-(4-hydroxy-1,6-dimethyl-2-oxo-1,2-dihydropyridin-3-yl)ureido)-3-(3'-methoxy biphenyl-3-yl)propanoate OC1=C(C(N(C(=C1)C)C)=O)NC(N[C@@H](CC(=O)OCC)C=1C=C(C=CC1)C1=CC(=CC=C1)OC)=O